CC(C(C)N)(N)C dimethylpropane-1,2-diamine